2-{[(4aS,7aR)-1-[(1-hydroxy-cyclobutyl)-methyl]-octa-hydro-1H-cyclopenta[b]pyridin-4a-yl]methoxy}-8-fluoro-4-(1,4-oxazepan-4-yl)pyrido[4,3-d]pyrimidin OC1(CCC1)CN1[C@H]2[C@@](CCC1)(CCC2)COC=2N=C(C1=C(N2)C(=CN=C1)F)N1CCOCCC1